P(=O)(O)(O)O.O=C1C(O)=C(O)[C@H](O1)[C@@H](O)CO ascorbic acid, phosphate salt